C(#N)N(C(C1=CC=C(C=C1)C)=O)CC=C(C)C N-cyano-4-methyl-N-(3-methylbut-2-en-1-yl)benzamide